4-amino-N-((4S)-7-cyano-3,4-dihydro-1H-2-benzopyran-4-yl)-N,3-dimethyl-[1,2]oxazolo[4,5-c]quinoline-8-carboxamide NC1=NC=2C=CC(=CC2C2=C1C(=NO2)C)C(=O)N(C)[C@@H]2COCC1=C2C=CC(=C1)C#N